Acrylic acid 2-[6-amino-5-(6-benzyloxy-3,4-dihydro-1H-isoquinolin-2-yl)pyridin-3-yloxy]phenyl ester NC1=C(C=C(C=N1)OC1=C(C=CC=C1)OC(C=C)=O)N1CC2=CC=C(C=C2CC1)OCC1=CC=CC=C1